FC1=C(C(=O)N2CCC(CC2)CNC2=NC=C(C=N2)C(=O)O)C=C(C=C1)CC1=NNC(C2=CC=CC=C12)=O 2-((1-(2-fluoro-5-((4-oxo-3,4-dihydrophthalazin-1-yl)methyl)benzoyl)piperidine-4-yl)methylamino)pyrimidine-5-carboxylic acid